C[C@@]12[C@H](CC[C@H]1[C@@H]1CC[C@H]3C[C@@H](CC[C@]3(C)[C@H]1CC2)O)O 5alpha-androstane-3alpha,17beta-diol